C(#N)C1C(=O)NC(C(C1CC(C)C)C#N)=O 2,4-dicyano-3-isobutylglutarimide